CC1=CC=C2C=NC(=NC2=C1C1=NC=CC(=C1)NC(C=C)=O)NC1=CC=C(C=C1)N1CCOCC1 N-(2-(7-methyl-2-((4-morpholinylphenyl)amino)quinazolin-8-yl)pyridin-4-yl)acrylamide